(2R)-2-[4-(trifluoromethyl)phenyl]piperidine hydrochloride Cl.FC(C1=CC=C(C=C1)[C@@H]1NCCCC1)(F)F